C1N(COC2=C1C1=CC=CC=C1C=C2)C2=CC=C(C=C2)CCO 2-(4-(1H-naphtho[1,2-e][1,3]oxazin-2(3H)-yl)phenyl)ethan-1-ol